tert-butyl (3-(3-(2,6-dioxopiperidin-3-yl)benzofuran-5-yl)prop-2-yn-1-yl)carbamate O=C1NC(CCC1C1=COC2=C1C=C(C=C2)C#CCNC(OC(C)(C)C)=O)=O